C[C@H]1CC[C@@H](N(C1)C(C(=O)NC1=NC=CC=C1C(=O)N)=O)C1=CC(=CC=C1)C(F)(F)F [[2-[(2R,5S)-5-methyl-2-[3-(trifluoromethyl)phenyl]-1-piperidyl]-2-oxo-acetyl]amino]pyridine-3-carboxamide